FC=1C=C(C=C(C1C(C)C)F)[C@@H](NC(=O)[C@H]1N(C[C@@H](C1)F)C(CN1N=NC=C1)=O)C1=CC=CC=C1 |o1:11| (2S,4R)-N-[(S) or (R)-[3,5-difluoro-4-(propan-2-yl)phenyl](phenyl)methyl]-4-fluoro-1-[2-(1H-1,2,3-triazol-1-yl)acetyl]pyrrolidine-2-carboxamide